5-methyl-3-(4-methylpiperazin-1-yl)-8,9-dihydropyrido[3',2':4,5]pyrrolo[1,2-a]pyrazin CC=1C2=C(N3C1C=NCC3)N=CC(=C2)N2CCN(CC2)C